Cl.BrC=1C(=C(C=CC1)C(C(F)(F)F)N(CCN)C1CC1)F N1-(1-(3-bromo-2-fluorophenyl)-2,2,2-trifluoroethyl)-N1-cyclopropylethane-1,2-diamine hydrochloride